N-((1S)-1-cyclohexyl-2-((2-((4-methyl-2-oxoimidazolidin-1-yl)methyl)-2,3-dihydrobenzofuran-6-yl)amino)-2-oxoethyl)-1-methyl-1H-pyrazole-5-carboxamide C1(CCCCC1)[C@@H](C(=O)NC1=CC2=C(CC(O2)CN2C(NC(C2)C)=O)C=C1)NC(=O)C1=CC=NN1C